CC1=CC=C(C=N1)C#CC=1C=C(C=CC1)N1N=C2C(=C1)CCC2C2=CC=CC=C2 2-(3-((6-methylpyridin-3-yl)ethynyl)phenyl)-6-phenyl-2,4,5,6-tetrahydrocyclopenta[c]pyrazole